ClC1=C(C=CC=C1N=S1(CCOCC1)=O)SCCC(=O)OC Methyl 3-((2-chloro-3-((4-oxo-1,4λ6-oxathian-4-ylidene)amino)phenyl)thio)propanoate